FC(C(=O)O)(F)F.CN(C=1C=C(C=C(C1C)C)NC1=NC=C(C(=N1)NC=1C=CC2=C(NC(O2)=O)C1)C)C 5-(2-(3-(dimethylamino)-4,5-dimethylphenylamino)-5-methylpyrimidin-4-ylamino)benzo[d]oxazol-2(3H)-one trifluoroacetate salt